C(C1=CC=CC=C1)N1C(N(C(C1=CC1=C(C(=CC=C1)O)O)=O)C1=CC=CC=C1)=[Se] 1-benzyl-5-(2,3-dihydroxybenzylidene)-3-phenyl-2-selenoxoimidazolidin-4-one